C1(=CC=CC=C1)COC(CN1N=NC(=C1)CC(=O)O)=O {1-[2-(phenylmethyloxy)-2-oxoethyl]-1H-1,2,3-triazol-4-yl}acetic acid